1-cyclobutyl-6-(ethoxycarbonyl)-5-(4-fluorophenyl)-4-oxo-1,4-dihydropyridine-3-carboxylic acid C1(CCC1)N1C=C(C(C(=C1C(=O)OCC)C1=CC=C(C=C1)F)=O)C(=O)O